Cl.N=1C=NN2C1C=C(C=C2)OC2=C(C=C(C=C2)NC2=NC=NC1=CC3=C(C=C21)N2CCN[C@H](CO3)C2)C (10S)-N-(4-([1,2,4]triazolo[1,5-a]pyridin-7-yloxy)-3-methylphenyl)-8,9,10,11-tetrahydro-7H-6,10-methano[1,4,7]oxadiazonino[3,2-g]quinazolin-4-amine hydrochloride